3-bromo-4-(2,4-difluorophenoxy)aniline BrC=1C=C(N)C=CC1OC1=C(C=C(C=C1)F)F